NC=1C2=C(N=CN1)N(C(=C2C(=O)OC)C=2C=NC=CC2)C2(CC2)C methyl 4-amino-7-(1-methylcyclopropyl)-6-(pyridin-3-yl)-7H-pyrrolo[2,3-d]pyrimidine-5-carboxylate